ClC1=C(C=CC=C1)CN1N=C(C=C1C1=CN=CS1)COC(C(=O)O)(C)C 2-([1-[(o-Chlorophenyl)methyl]-5-(1,3-thiazol-5-yl)-1H-pyrazol-3-yl]methoxy)-2-methylpropionic acid